Methyl 5-chloro-4-(2-(hydroxymethyl)-4,5,6,7-tetrahydropyrazolo[1,5-a]pyridin-3-yl)-1-(3-methoxy-3-oxopropyl)-3-methyl-1H-indole-2-carboxylate ClC=1C(=C2C(=C(N(C2=CC1)CCC(=O)OC)C(=O)OC)C)C=1C(=NN2C1CCCC2)CO